tris(2-methylphenyl)phosphane CC1=C(C=CC=C1)P(C1=C(C=CC=C1)C)C1=C(C=CC=C1)C